C1CC12CCN(CC2)C2=C(N)C=CC(=C2)C(F)(F)F 2-(6-azaspiro[2.5]octan-6-yl)-4-(trifluoromethyl)aniline